BrC=1C=C2C(=NC1)N(N=C2I)COCC[Si](C)(C)C 5-bromo-3-iodo-1-((2-(trimethylsilyl)ethoxy)methyl)-1H-pyrazolo[3,4-b]pyridine